t-butylperoxy 2-ethylacetate C(C)CC(=O)OOOC(C)(C)C